(S)-2-(5-(3-methyl-1H-indazol-6-yl)benzo[d]oxazol-2-yl)pyrrolidine-1-carbonitrile CC1=NNC2=CC(=CC=C12)C=1C=CC2=C(N=C(O2)[C@H]2N(CCC2)C#N)C1